2,4,6-trioxatriazine N1ONONO1